FC(C(=O)O)(F)F.CN1C(N(C2=C1C=C(C=C2)N2CCC(CC2)C2CCN(CC2)CC2CCNCC2)C2C(NC(CC2)=O)=O)=O 3-(3-Methyl-2-oxo-5-(1'-(piperidin-4-ylmethyl)-[4,4'-bipiperidin]-1-yl)-2,3-Dihydro-1H-benzo[d]imidazol-1-yl)piperidine-2,6-dione (88e)-trifluoroacetate salt